O=C1OCCCN1C(=O)OC(C)(C)C tert-Butyl 2-oxo-1,3-oxazinane-3-carboxylate